rac-(3'S,5S)-2-(2-ethoxypyridin-3-yl)-3'-ethyl-7-[(3R)-pyrrolidin-3-yl]-1'-[3-(trifluoromethyl)pyridin-2-yl]spiro[6H-1,7-naphthyridine-5,4'-piperidine]-8-one C(C)OC1=NC=CC=C1C1=NC=2C(N(C[C@@]3([C@@H](CN(CC3)C3=NC=CC=C3C(F)(F)F)CC)C2C=C1)[C@H]1CNCC1)=O |&1:15,16|